(1-(4-methoxyphenyl)-1H-pyrazol-4-yl)aniline COC1=CC=C(C=C1)N1N=CC(=C1)NC1=CC=CC=C1